(1-((3-(benzyloxy)-1-(1-(methylsulfonyl) spiro[indoline-3,4'-piperidin]-1'-yl)-1-oxopropan-2-yl) amino)-2-methyl-1-oxopropan-2-yl) carbamate C(N)(OC(C(=O)NC(C(=O)N1CCC2(CC1)CN(C1=CC=CC=C12)S(=O)(=O)C)COCC1=CC=CC=C1)(C)C)=O